6-(difluoromethyl)-2-((((2-methyl-2H-tetrazol-5-yl)methyl)thio)methyl)nicotinic acid FC(C1=NC(=C(C(=O)O)C=C1)CSCC=1N=NN(N1)C)F